2-bromo-2'-nitro-1,1'-biphenyl BrC1=C(C=CC=C1)C1=C(C=CC=C1)[N+](=O)[O-]